4-tributylstannyl-3,6-dihydro-2h-pyran C(CCC)[Sn](C=1CCOCC1)(CCCC)CCCC